3-aminopyrazin-2(1H)-one NC=1C(NC=CN1)=O